1,1-dioxo-3,5-dioxothiomorpholin O=S1(CC(NC(C1)=O)=O)=O